ClC1=CC(=C(C=C1C)C1CCN(CC1)C1=CC=CC=2N(C(N(C21)C)=O)C2C(NC(CC2)=O)=O)F 3-(4-(4-(4-Chloro-2-fluoro-5-methylphenyl)piperidin-1-yl)-3-methyl-2-oxo-2,3-dihydro-1H-benzo[d]imidazol-1-yl)piperidine-2,6-dione